(S)-2-(3-aminopiperidin-1-yl)-1-((5-cyanopyridin-2-yl)methyl)-1H-benzo[d]imidazole-5-carbonitrile N[C@@H]1CN(CCC1)C1=NC2=C(N1CC1=NC=C(C=C1)C#N)C=CC(=C2)C#N